aminomalononitrile 4-methylbenzenesulfonate CC1=CC=C(C=C1)S(=O)(=O)O.NC(C#N)C#N